magnesium (sulfate) S(=O)(=O)([O-])[O-].[Mg+2]